2,6-difluoro-4-chlorobenzaldehyde FC1=C(C=O)C(=CC(=C1)Cl)F